Cl.ClC1=NC2=CC=C(C=C2C(=N1)N[C@H](C)C1=C(C(=CC=C1)C(F)F)F)NC1=CC(=C(C=C1)CC(=O)N(C)C)OC (R)-2-(4-((2-chloro-4-((1-(3-(Difluoromethyl)-2-fluorophenyl)ethyl)amino)quinazolin-6-yl)amino)-2-methoxyphenyl)-N,N-Dimethylacetamide hydrochloride